ClC1=NC=C(C(=C1)Cl)C(=O)OCC 2,4-dichloro-5-ethoxycarbonylpyridine